ClC1=C(CNC(=O)[C@]2(C=3C=CC=NC3[C@@](CC2)(CO)O)F)C(=CC(=C1)F)F (5s,8s)-N-(2-chloro-4,6-difluorobenzyl)-5-fluoro-8-hydroxy-8-(hydroxymethyl)-5,6,7,8-tetrahydroquinoline-5-carboxamide